NC1=CC=C(C=C1)C1=NC(=NC=C1)N(S(=O)(=O)C1CCOCC1)C=1C=NN(C1)C N-(4-(4-aminophenyl)pyrimidin-2-yl)-N-(1-methyl-1H-pyrazol-4-yl)tetrahydro-2H-pyran-4-sulfonamide